Cl.O=C1C=CC(=CN1)N1C(C2=CC=C(C=C2C1=O)N1CCNCC1)=O 2-(6-oxo-1,6-dihydropyridin-3-yl)-5-(piperazin-1-yl)-2,3-dihydro-1H-isoindole-1,3-dione hydrochloride